3-(3,5-Dimethylisoxazol-4-yl)-1-((tetrahydro-2H-pyran-4-yl)methyl)-1H-pyrrole-2,5-dione CC1=NOC(=C1C=1C(N(C(C1)=O)CC1CCOCC1)=O)C